C(=O)C1=C(C(=O)OC)C=C(C=C1)OCCN1CCN(CC1)C methyl 2-formyl-5-(2-(4-methylpiperazin-1-yl)ethoxy)benzoate